(1R,2S,5R)-5-methyl-2-propan-2-yl-cyclohexan-1-ol ethyl-5-((tert-butoxycarbonyl)amino)-4-fluoro-2-methylpyrazolo[1,5-a]pyridine-3-carboxylate C(C)C=1C(=C(C=2N(C1)N=C(C2C(=O)O[C@H]2[C@@H](CC[C@H](C2)C)C(C)C)C)F)NC(=O)OC(C)(C)C